[C@H]12OC[C@H](N(C1)C1CCN(CC1)C1=C(C=C(C(=C1)OC)NC1=NC=NC(=C1)N1OCC[C@@H]1C1=C(C(=CC=C1)F)Cl)NC(C=C)=O)C2 N-(2-(4-((1R,4R)-2-oxa-5-azabicyclo[2.2.1]heptane-5-yl)piperidine-1-yl)-5-((6-((R)-3-(2-chloro-3-fluorophenyl)isoxazolidine-2-yl)pyrimidine-4-yl)amino)-4-methoxyphenyl)acrylamide